C1(CC1)[C@@H]1NC2=C(C(N(C=3C=CC(=CC23)NC2=NC(=NC(=C2Cl)Cl)Cl)C)=O)OCC1(F)F (S)-2-cyclopropyl-3,3-difluoro-7-methyl-10-((2,5,6-trichloropyrimidin-4-yl)amino)-1,2,3,4-tetrahydro-[1,4]oxazepino[2,3-c]quinolin-6(7H)-one